di(triphenylphosphine) rhodium dichloride [Rh](Cl)Cl.C1(=CC=CC=C1)P(C1=CC=CC=C1)C1=CC=CC=C1.C1(=CC=CC=C1)P(C1=CC=CC=C1)C1=CC=CC=C1